5-bromo-7-fluoroquinoxaline BrC1=C2N=CC=NC2=CC(=C1)F